tert-butyl (2R,6S)-4-(1-((6-fluoro-2-methylpyrazolo[1,5-a]pyridin-5-yl)carbamoyl)-2,3-dihydro-1H-pyrrolo[2,3-b]pyridin-4-yl)-2,6-dimethylpiperazine-1-carboxylate FC=1C(=CC=2N(C1)N=C(C2)C)NC(=O)N2CCC=1C2=NC=CC1N1C[C@H](N([C@H](C1)C)C(=O)OC(C)(C)C)C